tert-butyl 3,3-difluoro-4-((6-(6-(1-methyl-1H-pyrazol-4-yl)imidazo[1,2-b]pyridazin-3-yl)pyridin-2-yl)amino)pyrrolidine-1-carboxylate FC1(CN(CC1NC1=NC(=CC=C1)C1=CN=C2N1N=C(C=C2)C=2C=NN(C2)C)C(=O)OC(C)(C)C)F